N[C@H]1C[C@H](N(CC1)C(=O)N1CC2(CCCC2)[C@@H](CC1)CN1C=NC2=CC=C(C=C2C1=O)F)C1=CC=CC=C1 3-(((R)-7-((2S,4R)-4-Amino-2-phenylpiperidine-1-carbonyl)-7-azaspiro[4.5]decan-10-yl)methyl)-6-fluoroquinazolin-4(3H)-one